1-(2-(3,6-diazabicyclo[3.1.1]heptan-3-yl)-7-(thiazol-2-yl)benzo[d]oxazol-5-yl)ethan-1-ol C12CN(CC(N1)C2)C=2OC1=C(N2)C=C(C=C1C=1SC=CN1)C(C)O